C(C)(C)(C)OC(N[C@@H]1CN(C[C@H]1OC)C1CCN(CC1)CC1=CC=CC=C1)=O N-[(3R,4R)-1-(1-benzyl-4-piperidinyl)-4-methoxy-pyrrolidin-3-yl]Carbamic acid tert-butyl ester